CC=C(C(=O)O)C methyl-(methacrylic acid)